5-fluoro-N-[2-(methylamino)phenyl]-4-(3-oxo-5,6,7,8-tetrahydro[1,2,4]triazolo[4,3-a]pyridin-2(3H)-yl)-2-[(2S)-pent-2-yloxy]benzamide FC=1C(=CC(=C(C(=O)NC2=C(C=CC=C2)NC)C1)O[C@@H](C)CCC)N1N=C2N(CCCC2)C1=O